3-(4-((2-(tert-Butyl)-1H-imidazol-1-yl)methyl)phenyl)-5-isobutyl-N-(pyrimidin-2-yl)thiophene-2-sulfonamide C(C)(C)(C)C=1N(C=CN1)CC1=CC=C(C=C1)C1=C(SC(=C1)CC(C)C)S(=O)(=O)NC1=NC=CC=N1